1,1,3,3-tetramethylbutylperoxy-2-ethylhexanate CC(CC(C)(C)C)(C)OOC(C(=O)[O-])(CCCC)CC